3-bromo-6-methoxybenzene-1,2-diol BrC1=C(C(=C(C=C1)OC)O)O